O=C1C=C(CN1C1C(NC(CC1)=O)=O)OC1=CC(=CC=C1)C1CCNCC1 3-[5-oxo-3-[3-(4-piperidyl)phenoxy]-2H-pyrrol-1-yl]piperidine-2,6-dione